benzotriazol-1-yloxy-tris(dimethylamino)-phosphorus hexafluorophosphate F[P-](F)(F)(F)(F)F.N1(N=NC2=C1C=CC=C2)O[P+](N(C)C)(N(C)C)N(C)C